P(=O)(=O)OC(C(=O)O)C(O)C(=O)O phosphotartaric acid